hydroxyethyloxy-para-phenylenediamine OCCONC1=CC=C(C=C1)N